3-(2-methoxyphenoxymethyl)piperidine-1-carboxylic acid tert-butyl ester C(C)(C)(C)OC(=O)N1CC(CCC1)COC1=C(C=CC=C1)OC